NC1=C(C=C(N=N1)C1=C(C=CC=C1)O)N1CC2CCC(C1)N2C2=CC(=NC=C2)C#CCN2CC(OCC2)(C)C 2-[6-amino-5-[8-[2-[3-(2,2-dimethylmorpholin-4-yl)prop-1-ynyl]-4-pyridyl]-3,8-diazabicyclo[3.2.1]octan-3-yl]pyridazin-3-yl]phenol